anti-bicyclopropane C1(CC1)C1CC1